CC1=C(C=CC(=C1)OC(F)(F)F)N1N=CC2=C(C=CC=C12)NC(C1=CC=CC=C1)=O N-{1-[2-methyl-4-(trifluoromethoxy)phenyl]-1H-indazol-4-yl}benzamide